2-((1-methyl-3-phenyl-1H-pyrazol-5-yl)sulfonyl)-2,6-diazaspiro[3.3]heptane CN1N=C(C=C1S(=O)(=O)N1CC2(C1)CNC2)C2=CC=CC=C2